C[C@@H]1NCC2=CC=CC=C2C1 (3S)-3-methyl-1,2,3,4-tetrahydroisoquinoline